CC(C[C@@H](C(N[C@H](C=O)C[C@@H]1C(NCC1)=O)=O)NC(OC1CC2(CN(C2)C(C(C)C)=O)C1)=O)C 2-Isobutyryl-2-azaspiro[3.3]heptan-6-yl ((S)-4-methyl-1-oxo-1-(((S)-1-oxo-3-((R)-2-oxopyrrolidin-3-yl)propan-2-yl)amino)pentan-2-yl)carbamate